4-methoxy-2-(4-methylpiperazin-1-yl)pyrimidine COC1=NC(=NC=C1)N1CCN(CC1)C